ClC1=CC2=C(C=N1)C=C(N2C)C2=NC(=NC=C2)C=C 6-chloro-1-methyl-2-(2-vinyl-pyrimidin-4-yl)-1H-pyrrolo[3,2-c]Pyridine